S(=O)(O)[O-].[NH4+] ammonium hydrogensulphite